ONC(C1=CC=C(C=C1)CCCN1CCC(CC1)CN[C@H]1[C@@H](C1)C1=CC=C(C=C1)C=1C=NC=NC1)=O N-hydroxy-4-(3-(4-((((1R,2S)-2-(4-(pyrimidin-5-yl)phenyl)cyclopropyl)amino)methyl)piperidin-1-yl)propyl)benzamide